(S)-2-amino-3-methylsulfonyl-benzenepropionic acid NC1=C(C=CC=C1S(=O)(=O)C)CCC(=O)O